S=C1SCCN1C(CC)=O 1-(2-thioxo-3-thiazolidinyl)-1-propanone